6-(2-fluoro-4-(2-(methyl-d3)-2H-indazol-4-yl)benzyl)-6,7-dihydro-5H-pyrrolo[3,4-b]pyridin-5-one-7,7-d2 FC1=C(CN2C(C3=NC=CC=C3C2=O)([2H])[2H])C=CC(=C1)C=1C2=CN(N=C2C=CC1)C([2H])([2H])[2H]